(S)-N-(4-(4-(2-methoxyethyl)-2-methylpiperazin-1-yl)pyridin-2-yl)-5-(5-methyl-1H-pyrazol-4-yl)thiazolo[5,4-b]pyridin-2-amine COCCN1C[C@@H](N(CC1)C1=CC(=NC=C1)NC=1SC2=NC(=CC=C2N1)C=1C=NNC1C)C